5-[(2-Ethyl-spiro[6,7-dihydrothieno[3,2-c]pyran-4,4'-piperidin]-1'-yl)methyl]piperidine-2-carboxylic acid tert-butyl ester C(C)(C)(C)OC(=O)C1NCC(CC1)CN1CCC2(CC1)OCCC1=C2C=C(S1)CC